((Z)-heptatriaconta-6,9,28,31-tetraen-19-yloxy)-N,N-dimethylbutan-1-amine CCCCC\C=C/CC=CCCCCCCCCC(CCCCCCCCC=CCC=CCCCCC)OC(CCC)N(C)C